FC1=CC(=C(C=C1)C=1C(=NC=CC1)OC=1C=NC(=NC1)N(CC(=O)OC)C)OC methyl 2-[(5-{[3-(4-fluoro-2-methoxyphenyl)pyridin-2-yl]oxy}pyrimidin-2-yl) (methyl)amino]acetate